N-((R)-2-(tert-Butoxy)-1-(7-((R*)-cyclopropyl(4,4,4-trifluorobutanamido)methyl)imidazo[1,2-b]pyridazin-2-yl)ethyl)-1-isopropyl-1H-pyrazole-5-carboxamide C(C)(C)(C)OC[C@@H](C=1N=C2N(N=CC(=C2)[C@H](NC(CCC(F)(F)F)=O)C2CC2)C1)NC(=O)C1=CC=NN1C(C)C |o1:15|